[Sn](I)(I)(I)I.CN Methylamine tin iodide